5-[6-(5-Ethyl-[1,3,4]oxadiazol-2-yl)-5-isopropyl-pyrrolo[2,1-f][1,2,4]triazin-4-ylamino]-2,4-difluoro-N-methoxy-benzamide C(C)C1=NN=C(O1)C=1C(=C2C(=NC=NN2C1)NC=1C(=CC(=C(C(=O)NOC)C1)F)F)C(C)C